C(C=C)N1[C@H]2[C@@]3(CCC([C@H]4[C@]3(CC1)C1=C(O4)C(=CC=C1C2)OC(CCCCCCCCC(=O)OC2=CC=C1C4=C2O[C@@H]2[C@]43CCN([C@@H]([C@@]3(CCC2=O)O)C1)CC=C)=O)=O)O bis((4R,4aS,4aR,7aR,12bS)-3-allyl-4a-hydroxy-7-oxo-2,3,4,4a,5,6,7,7a-octahydro-1H-4,12-methanobenzofuro[3,2-e]isoquinolin-9-yl)decanedioate